N-[6-(6-Benzyl-8-cyclopentyl-7-oxo-7,8-dihydro-pyrido[2,3-d]pyrimidin-2-ylamino)-pyridin-3-yl]-acetamide C(C1=CC=CC=C1)C1=CC2=C(N=C(N=C2)NC2=CC=C(C=N2)NC(C)=O)N(C1=O)C1CCCC1